C(C1=CC=CC=C1)OC(=O)N1CC2C=CC(C1)C2 3-azabicyclo[3.2.1]oct-6-ene-3-carboxylic acid benzyl ester